N-[(1R,3S)-3-{[6-chloro-2-(trifluoromethyl)quinolin-4-yl]amino}cyclohexyl]-1-methyl-5-(trifluoromethyl)-1H-pyrazole-4-carboxamide ClC=1C=C2C(=CC(=NC2=CC1)C(F)(F)F)N[C@@H]1C[C@@H](CCC1)NC(=O)C=1C=NN(C1C(F)(F)F)C